OC1=CC=C2C(NC(C2=C1)C1=C(NC2=CC=CC=C12)CNCC1=CC=C2C=CN(C2=C1)CC1=CC=C(CNC(CCOCCOCCOCCOCC)=O)C=C1)=O N-(4-((6-((((3-(6-hydroxy-3-oxoisoindolin-1-yl)-1H-indol-2-yl)methyl)amino)methyl)-1H-indol-1-yl)methyl)benzyl)-3,6,9,12-tetraoxapentadecan-15-amide